4-(3-(5-cyclopropyl-1-methyl-pyrazol-4-yl)-3-oxopropanoyl)piperidine-1-carboxylate C1(CC1)C1=C(C=NN1C)C(CC(=O)C1CCN(CC1)C(=O)[O-])=O